OC(C(C1=CC=CC=C1)C)C 2-hydroxyl-methyl-phenyl-propane